ClC1=C(C(=C2C=NNC2=C1)C1=C(C=2N=C(N=C(C2C=N1)N1C[C@@]2(CCO2)CCC1)OCC1(CC1)CN(C)C)F)\C=C/C 1-(1-(((7-(6-chloro-5-((Z)-prop-1-en-1-yl)-1H-indazol-4-yl)-8-fluoro-4-((S)-1-oxa-6-azaspiro[3.5]nonan-6-yl)pyrido[4,3-d]pyrimidin-2-yl)oxy)methyl)cyclopropyl)-N,N-dimethylmethanamine